C(CCC)N(C(=O)NCCCC)CCC N,N'-di(n-butyl)propylurea